C(C)(C)(C)OC(NC/C(=C/F)/COC=1C=C2C=CC(=NC2=CC1)C1=CC=NC=C1)=O N-[(Z)-3-fluoro-2-[[2-(4-pyridyl)-6-quinolyl]oxymethyl]allyl]carbamic acid tert-butyl ester